3-oxo-4-((1-phenylazetidin-3-yl)methyl)-3,4-dihydro-2H-benzo[b][1,4]thiazine-6-carboxylic acid methyl ester COC(=O)C1=CC2=C(SCC(N2CC2CN(C2)C2=CC=CC=C2)=O)C=C1